COC(C[C@H]1C=2N(C3=C(C(=N1)C1=CC=C(C=C1)C1=CC(=C(C=C1)N)C#N)C(=C(S3)C)C)C(=NN2)C)=O.C(C)C2(COC2)COCC(CCCC)CC 3-ethyl-3-(2-ethylhexyloxymethyl)Oxetane methyl-[(6S)-4-(4'-amino-3'-cyano[1,1'-biphenyl]-4-yl)-2,3,9-trimethyl-6H-thieno[3,2-f][1,2,4]triazolo[4,3-a][1,4]diazepin-6-yl]acetate